(R or S)-N-(2-(1-cyclopropyl-2-hydroxy-2-methylpropyl)-3-oxoisoindolin-4-yl)-2,3-difluoro-6-methoxybenzamide C1(CC1)[C@H](C(C)(C)O)N1CC2=CC=CC(=C2C1=O)NC(C1=C(C(=CC=C1OC)F)F)=O |o1:3|